Methyl (Z)-8-(2,4-dichlorophenyl)-9-(4-(pyrrolidin-3-ylidenemethyl)phenyl)-6,7-dihydro-5H-benzo[7]annulene-3-carboxylate ClC1=C(C=CC(=C1)Cl)\C=1\CCCC2=C(\C1\C1=CC=C(C=C1)C=C1CNCC1)C=CC(=C2)C(=O)OC